OC1(CCC(CC1)NC(=O)C1=NC(=NC=C1)N1C=NC=C1)C N-((1r,4r)-4-hydroxy-4-methylcyclohexyl)-2-(1H-imidazol-1-yl)pyrimidine-4-carboxamide